4-hydroxy-pyridine-2,6-dicarboxylate OC1=CC(=NC(=C1)C(=O)[O-])C(=O)[O-]